5-(2-(3-(1-hydroxyethyl)-5-methoxyphenylamino)-5-methylpyrimidin-4-ylamino)benzo[d]oxazol-2(3H)-one OC(C)C=1C=C(C=C(C1)OC)NC1=NC=C(C(=N1)NC=1C=CC2=C(NC(O2)=O)C1)C